C(#N)CCC=1N=C(NC1)C 2-cyanoethyl-methylimidazole